2-Ethylbutyl ((S)-(((2R,3S,5R)-5-(6-amino-2-fluoro-9H-purin-9-yl)-2-ethynyl-3-(((heptyloxy)carbonyl)oxy) tetrahydrofuran-2-yl)methoxy)(phenoxy)phosphoryl)-L-alaninate NC1=C2N=CN(C2=NC(=N1)F)[C@H]1C[C@@H]([C@@](O1)(C#C)CO[P@](=O)(OC1=CC=CC=C1)N[C@@H](C)C(=O)OCC(CC)CC)OC(=O)OCCCCCCC